C(#N)C1=CC=C(C=N1)C1=NC=2N(C(=C1)O)N=C(C2C2=C(C=C(C=C2)F)F)C.[Na] sodium 5-(6-cyanopyridin-3-yl)-3-(2,4-difluorophenyl)-2-methylpyrazolo[1,5-a]pyrimidin-7-ol